((1-(3-(benzyloxy)-2-hydroxypropyl)cyclopentyl)methyl)carbamic acid tert-butyl ester C(C)(C)(C)OC(NCC1(CCCC1)CC(COCC1=CC=CC=C1)O)=O